(S)-6-Ethyl-3-((3-(3-(2-(N-methylacrylamido)propanamido)prop-1-yn-1-yl)phenyl)amino)-5-((tetrahydro-2H-pyran-4-yl)amino)pyrazine-2-carboxamide C(C)C1=C(N=C(C(=N1)C(=O)N)NC1=CC(=CC=C1)C#CCNC([C@H](C)N(C(C=C)=O)C)=O)NC1CCOCC1